N-methoxy-N-methyl-8-(2-octylcyclopropyl)octanamide CON(C(CCCCCCCC1C(C1)CCCCCCCC)=O)C